(R)-1-(4-(5-(5-(1-(3,5-dichloropyridin-4-yl)ethoxy)-1H-pyrazolo[4,3-b]pyridin-3-yl)-3-fluoropyridin-2-yl)-3,5-dimethyl-1H-pyrazol-1-yl)-2-methyl-2-propanol ClC=1C=NC=C(C1[C@@H](C)OC1=CC=C2C(=N1)C(=NN2)C=2C=C(C(=NC2)C=2C(=NN(C2C)CC(C)(O)C)C)F)Cl